C1=CC=C(C=2C3=CC=CC=C3C3(C12)C1=CC=CC=C1C=1C=CC=CC13)N(C1=CC=3C(C=2C(=CC=4C5=CC=CC=C5C5=CC=CC=C5C4C2)C3C=C1)(C)C)C1=C(C=CC=C1)C1=CC=CC=C1 N-(9,9'-spirobi[fluorene]-4-yl)-N-([1,1'-biphenyl]-2-yl)-14,14-dimethyl-14H-indeno[1,2-b]triphenylene-12-amine